C(C)[C@H]1OC2=C([C@@H](N(C1)CC1=CC(=CC=3C=CSC31)[C@H](CC(=O)O)C3=C(C1=C(N(N=N1)C)C=C3)C)CC)N=CC=C2 |o1:6| (3S)-3-(7-{[(2R,5S*)-2,5-diethyl-2,3-dihydropyrido[2,3-f][1,4]oxazepin-4(5H)-yl]Methyl}-1-benzothiophen-5-yl)-3-(1,4-dimethyl-1H-benzotriazol-5-yl)propanoic acid